N-(2,6-dioxopiperidin-3-yl)-2-methoxythiophene-3-carboxamide O=C1NC(CCC1NC(=O)C1=C(SC=C1)OC)=O